N(=[N+]=[N-])CC(=O)N1CC=2N(C[C@@H]1C(=O)OC(C)(C)C)N=CC2 tert-butyl (6R)-5-(2-azidoacetyl)-6,7-dihydro-4H-pyrazolo[1,5-a]pyrazine-6-carboxylate